2-({1-[(4-chlorophenyl)methyl]-1,2,3-triazapentan-4-yl}methyl)isoindole-1,3-dione ClC1=CC=C(C=C1)CNNNC(C)CN1C(C2=CC=CC=C2C1=O)=O